O=C1C(=COC2=CC=CC=C12)/C=C/C(=O)O (E)-3-(4-oxo-4H-chromen-3-yl)acrylic acid